ClC1=CC=C(C=C1)N1C2=NC(=NC(=C2N=C1C=1C=NC=CC1)N1CCC(CC1)(C(=O)N)C)OCC(C)(C)O 1-[9-(4-chlorophenyl)-2-(2-hydroxy-2-methyl-propoxy)-8-(3-pyridyl)purin-6-yl]-4-methyl-piperidine-4-carboxamide